tert-butyl (S)-(1-(3-phenyl-1,2,4-oxadiazol-5-yl)ethyl)carbamate C1(=CC=CC=C1)C1=NOC(=N1)[C@H](C)NC(OC(C)(C)C)=O